CC1=CC=C(C=C1)S(=O)(=O)OS(=O)(=O)C1=CC=C(C)C=C1 p-toluenesulfonyl ether